Sodium Dioctylsulfosuccinate CCCCCCCCOC(=O)CC(C(=O)OCCCCCCCC)S(=O)(=O)[O-].[Na+]